FC1=C(C(=O)C2=CC=3C(=CN=C(C3)NC3=NN(C=C3C(C(=O)N)=C)C)O2)C(=C(C=C1OC)OC)F (3-((2-(2,6-difluoro-3,5-dimethoxybenzoyl)furo[2,3-c]pyridin-5-yl)amino)-1-methyl-1H-pyrazol-4-yl)acrylamide